C(C)N1C(=NC=2C1=NC=C(N2)N2CC(CCC2)COC2=C(C=CC=C2)C)C=2SC=NN2 2-(1-Ethyl-5-(3-((o-tolyloxy)methyl)piperidin-1-yl)-1H-imidazo[4,5-b]pyrazin-2-yl)-1,3,4-thiadiazole